bipyridine bisphosphonate P(O)(O)=O.P(O)(O)=O.N1=C(C=CC=C1)C1=NC=CC=C1